3-(5-(4-((5-cyclopropyl-3-(2,6-dichlorophenyl)isoxazol-4-yl)methoxy)piperidin-1-yl)thiazol-2-yl)-1,2,4-oxadiazol-5(4H)-one C1(CC1)C1=C(C(=NO1)C1=C(C=CC=C1Cl)Cl)COC1CCN(CC1)C1=CN=C(S1)C1=NOC(N1)=O